METHYLBUTYRAT COC(CCC)=O